tert-butyl (2S,4R)-2-(bromomethyl)-4-fluoropyrrolidine-1-carboxylate BrC[C@H]1N(C[C@@H](C1)F)C(=O)OC(C)(C)C